FC1=C(C=2C=NNC2C=C1)C(=O)NC 5-fluoro-N-methyl-1H-indazole-4-carboxamide